tert-Butyl N-[[5-(cycloheptylmethylcarbamoyl)-1H-benzimidazol-2-yl]methyl]carbamate C1(CCCCCC1)CNC(=O)C1=CC2=C(NC(=N2)CNC(OC(C)(C)C)=O)C=C1